C(=O)(O)C1(N)CC=C(C=C1)C(=O)O 1,4-dicarboxylaniline